CN1N=CC2=NC(=CC=C21)N 1-methyl-1H-pyrazolo[4,3-b]Pyridin-5-amine